4-Hydroxy-5-[[4-(3-phenylprop-2-enoyl)phenyl]methyl]-3H-1,3-thiazol-2-one OC=1NC(SC1CC1=CC=C(C=C1)C(C=CC1=CC=CC=C1)=O)=O